[Fe].[C].[Al] aluminum carbon iron salt